(2S)-2-[bis(t-butoxycarbonyl)amino]-5-oxo-pentanoic acid methyl ester COC([C@H](CCC=O)N(C(=O)OC(C)(C)C)C(=O)OC(C)(C)C)=O